N-((6-bromopyridazin-3-yl)methylene)-2-methylpropane-2-sulfinamide BrC1=CC=C(N=N1)C=NS(=O)C(C)(C)C